p-Methoxyphenyl 3,4,6-tri-O-acetyl-2-deoxy-2-phthalimido-β-D-glucopyranoside C(C)(=O)O[C@@H]1[C@H]([C@H](OC2=CC=C(C=C2)OC)O[C@@H]([C@H]1OC(C)=O)COC(C)=O)N1C(C=2C(C1=O)=CC=CC2)=O